FC=1C=2N(C=C(C1)NC(=O)C=1C=CC(=C3N=CC=NC13)N1CC(N(CC1)C(=O)OC(C)(C)C)(C)C)C=CN2 tert-butyl 4-[8-({8-fluoroimidazo[1,2-a]pyridin-6-yl}carbamoyl)quinoxalin-5-yl]-2,2-dimethylpiperazine-1-carboxylate